4-(3-hydroxybutoxy)butan-2-one OC(CCOCCC(C)=O)C